N1N=NC2=NC(=CC=C21)C=2C=C(C(=O)NC1=CC(=C(C=C1)C)C(F)(F)F)C=CC2 3-(1H-[1,2,3]Triazolo[4,5-b]pyridin-5-yl)-N-(4-methyl-3-(trifluoromethyl)phenyl)benzamide